N-(3,4-Dichlorophenyl)-2-oxo-1,5,7,8-tetrahydropyrido[4,3-d]pyrimidine ClC=1C=C(C=CC1Cl)N1C(N=CC2=C1CCNC2)=O